C(C)(C)(C)OC(=O)N(C(OC(C)(C)C)=O)C=1C2=C(N=CN1)N(C=C2I)CC(C)(C)O tert-butyl (tert-butoxycarbonyl)(7-(2-hydroxy-2-methylpropyl)-5-iodo-7H-pyrrolo[2,3-d]pyrimidin-4-yl)carbamate